N-((6-amino-5-methoxypyridin-2-yl)methyl)carboxamide NC1=C(C=CC(=N1)CNC=O)OC